3-methyl-1-(4-(4,4,5,5-tetramethyl-1,3,2-dioxaborolan-2-yl)phenyl)-3-azabicyclo[3.1.0]hexane CN1CC2(CC2C1)C1=CC=C(C=C1)B1OC(C(O1)(C)C)(C)C